N1N=C(C=C1)CN1C(C2=CC=C(C=C2C=N1)S(=O)(=O)C=1C=NN(C1)CC(F)(F)F)=O 2-((1H-pyrazol-3-yl)methyl)-6-((1-(2,2,2-trifluoroethyl)-1H-pyrazol-4-yl)sulfonyl)phthalazin-1(2H)-one